FC=1C=C(C=C2C=C(C(=NC12)C)C)OC(C)(C)C 8-fluoro-2,3-dimethyl-6-(1,1-dimethylethyl)oxyquinoline